4-(6-Chloropyridin-3-yl)-3-oxopiperazine-1-carboxylate ClC1=CC=C(C=N1)N1C(CN(CC1)C(=O)[O-])=O